BrC1=CC=C(CNC=2C=CC=C3C=CC=NC23)C=C1 (4-bromobenzyl)(quinolin-8-yl)amine